2,3,5,6-tetrafluorobenzyl (1S,3R)-3-((Z)-2-cyanovinyl)-2,2-dimethylcyclopropanecarboxylate C(#N)\C=C/[C@H]1C([C@H]1C(=O)OCC1=C(C(=CC(=C1F)F)F)F)(C)C